L-phenylalanyl-L-glycyl-L-phenylalanine N[C@@H](CC1=CC=CC=C1)C(=O)NCC(=O)N[C@@H](CC1=CC=CC=C1)C(=O)O